7-[5-(4-methyl-1-piperazinyl)pentoxy]-3-acetylcoumarin oxime CN1CCN(CC1)CCCCCOC1=CC=C2C=C(C(OC2=C1)=NO)C(C)=O